(R)-benzyl 2-(((benzyloxy)carbonyl)amino)-3-(3-(3,5-dimethylisothiazol-4-yl)-5-fluorobenzamido)propanoate C(C1=CC=CC=C1)OC(=O)N[C@@H](C(=O)OCC1=CC=CC=C1)CNC(C1=CC(=CC(=C1)F)C=1C(=NSC1C)C)=O